4'-methoxy-2'-deoxycytidine CO[C@]1([C@H](C[C@@H](O1)N1C(=O)N=C(N)C=C1)O)CO